(S)-N'-((2',6-dimethoxy-[3,4'-bipyridin]-2-yl)carbamoyl)-6,6-dimethyl-6,7-dihydro-5H-pyrazolo[5,1-b][1,3]oxazine-3-sulfonimidamide COC1=NC=CC(=C1)C=1C(=NC(=CC1)OC)NC(=O)N=[S@@](=O)(N)C=1C=NN2C1OCC(C2)(C)C